4-(1,1,3,3-tetramethylbutyl)phenylphosphate CC(CC(C)(C)C)(C)C1=CC=C(C=C1)OP(=O)([O-])[O-]